N1C=CC=2C1=NC=C(C2)C2=NC1=CC=C3C(=C1C=1CCCCC21)C=NN3 7-(1H-pyrrolo[2,3-b]pyridin-5-yl)-8,9,10,11-tetrahydro-3H-pyrazolo[4,3-a]phenanthridine